OC1(CC1)C1=NN(C=N1)C1CC2(CN(C2)C(=O)N2CC3(C2)CC(C3)CC=3C=NC(=CC3)OC(F)(F)F)C1 [6-[3-(1-hydroxycyclopropyl)-1,2,4-triazol-1-yl]-2-azaspiro[3.3]heptan-2-yl]-[6-[[6-(trifluoromethoxy)-3-pyridyl]methyl]-2-azaspiro[3.3]heptan-2-yl]methanone